O=C1NC(CCC1C1=NN(C2=CC(=CC=C12)[C@H]1CN(CC1)C(=O)OC(C)(C)C)C)=O tert-butyl (3S)-3-[3-(2,6-dioxo-3-piperidyl)-1-methyl-indazol-6-yl]pyrrolidine-1-carboxylate